FCCCN1CCC(CC1)N 1-(3-fluoropropyl)piperidin-4-amine